(S)-6-(1-((2-amino-6-fluoroquinolin-3-yl)oxy)ethyl)-5-(1H-pyrazol-1-yl)pyridin-2(1H)-one NC1=NC2=CC=C(C=C2C=C1O[C@@H](C)C1=C(C=CC(N1)=O)N1N=CC=C1)F